F[C@@]1(C[C@H](N(C1)C(=O)[O-])C(=O)[O-])COC (2S,4R)-4-fluoro-4-(methoxymethyl)pyrrolidine-1,2-dicarboxylate